sodium 2,2-diethylmalonate C(C)C(C(=O)[O-])(C(=O)[O-])CC.[Na+].[Na+]